(S)-3-(4-Amino-2-oxa-8-azaspiro[4.5]decan-8-yl)-6-((2,3-dichloropyridin-4-yl)thio)pyrazin-2(1H)-on N[C@@H]1COCC12CCN(CC2)C=2C(NC(=CN2)SC2=C(C(=NC=C2)Cl)Cl)=O